NC1=NC2=CC(=CC=C2C=C1)CN(C(=O)[C@@H]1OCCC1)C1=C(C=CC=C1)S(=O)(=O)C |r| rac-N-[(2-aminoquinolin-7-yl)methyl]-N-(2-methanesulfonylphenyl)oxolane-2-carboxamide